ClC1=NC=C(C(=C1)NC(OCC1=CC=CC=C1)=O)F benzyl (2-chloro-5-fluoropyridin-4-yl)carbamate